C(C)(C)(C)OC(=O)N1C[C@H]2N(C3=CC=C(C=C3N(C2)C)Br)CC1 (S)-8-bromo-6-methyl-1,2,4,4a,5,6-hexahydro-3H-pyrazino[1,2-a]quinoxaline-3-carboxylic acid tert-butyl ester